N1=CN=CC(=C1)NC(=O)[C@@H]1CC12CCN(CC2)C(=O)OC(C(F)(F)F)C(F)(F)F 1,1,1,3,3,3-hexafluoropropan-2-yl (R)-1-(pyrimidin-5-ylcarbamoyl)-6-azaspiro[2.5]octane-6-carboxylate